C(N)(=O)C1=C(C(=NN1C1=CC=C(C=C1)OC1=CC(=C(C=C1)F)F)N(C1CN(C1)C(=O)OC(C)(C)C)CC=O)[N+](=O)[O-] tert-butyl 3-[{5-carbamoyl-1-[4-(3,4-difluorophenoxy)phenyl]-4-nitro-1H-pyrazol-3-yl}(2-oxoethyl)amino]azetidine-1-carboxylate